CN(C)CC1=NC=CC(=C1)N(CC1=CC(=CC=C1)N1CCOCC1)CC1=CC(=CC=C1)OC 2-((dimethylamino)methyl)-N-(3-methoxybenzyl)-N-(3-morpholinophenylmethyl)pyridin-4-amine